NC1=NC(=CC(=N1)N1[C@@H](COCCC1)C1=C(C=C(C(=O)N(C)CCN(C)C)C=C1)Cl)C |r| (+/-)-4-(4-(2-amino-6-methylpyrimidin-4-yl)-1,4-oxazepan-3-yl)-3-chloro-N-(2-(dimethylamino)ethyl)-N-methylbenzamide